2-(3-bromophenoxy)-9-(5-phenylpyridin-2-yl)-9H-carbazole BrC=1C=C(OC2=CC=3N(C4=CC=CC=C4C3C=C2)C2=NC=C(C=C2)C2=CC=CC=C2)C=CC1